ClC1=C(C=CC=C1)NC(=O)NC1CN(C(C1)=O)C1=C(C=CC=C1)F 1-(2-chlorophenyl)-3-[1-(2-fluorophenyl)-5-oxopyrrolidin-3-yl]urea